4-[(3-bromo-4-methoxy-phenyl)methyl]-3,5-dichloro-phenol BrC=1C=C(C=CC1OC)CC1=C(C=C(C=C1Cl)O)Cl